CC1=C(OC=2C=C3C4(C(NC3=CC2)=O)CC4)C(=CC(=C1)[N+](=O)[O-])C 5'-(2,6-dimethyl-4-nitrophenoxy)spiro[cyclopropane-1,3'-indoline]-2'-one